C(C)OCCN(CCC(C(=O)O)NC(C1=C(C=C(C=C1)F)C(F)(F)F)=O)CCCCC1=NC=2NCCCC2C=C1 4-[2-ethoxyethyl-[4-(5,6,7,8-tetrahydro-1,8-naphthyridin-2-yl)butyl]amino]-2-[[4-fluoranyl-2-(trifluoromethyl)benzoyl]amino]butanoic acid